C(CC)C(C(C(=O)OCC(CO)(COCC(CO)(CO)CO)CO)=C)(CCC)CCC dipentaerythritol tripropyl-methacrylate